3-(5-{2-[(1R)-6-(4-amino-3-methoxybenzoyl)-6-azaspiro[2.5]octan-1-yl]ethynyl}-1-oxo-3H-isoindol-2-yl)piperidine-2,6-dione NC1=C(C=C(C(=O)N2CCC3(C[C@H]3C#CC=3C=C4CN(C(C4=CC3)=O)C3C(NC(CC3)=O)=O)CC2)C=C1)OC